3-(thiophen-2-yl)propanoate S1C(=CC=C1)CCC(=O)[O-]